Azacyclononatetraene N1=CC=CC=CC=CC1